C(C1=NC(=NC=C1)[C@@H]1[C@H](C1)B1OC(C(O1)(C)C)(C)C)([2H])([2H])[2H] 4-(methyl-d3)-2-((1S,2S)-2-(4,4,5,5-tetramethyl-1,3,2-dioxaborolan-2-yl)cyclopropyl)pyrimidine